N-(4-((2-(1,1-difluoroethyl)-6-methylpyrimidin-4-yl)amino)-5-(4,5,6,7-tetrahydropyrazolo[1,5-a]pyrazin-2-yl)pyridin-2-yl)acetamide FC(C)(F)C1=NC(=CC(=N1)NC1=CC(=NC=C1C1=NN2C(CNCC2)=C1)NC(C)=O)C